(1,3)dioxolane O1COCC1